8-((2s,5r)-4-(1-(2-fluoro-4-(trifluoromethoxy)phenyl)propyl)-2,5-dimethylpiperazin-1-yl)-5-methyl-6-oxo-5,6-dihydro-1,5-naphthyridine-2-carbonitrile FC1=C(C=CC(=C1)OC(F)(F)F)C(CC)N1C[C@@H](N(C[C@H]1C)C1=CC(N(C=2C=CC(=NC12)C#N)C)=O)C